O=C1NC(CCC1C1=CC=C(C=2C=C(OC21)C#CCNC(C2=NC=C(C=C2)C=2N=CC1=C(C=CC=C1C2)C2=CC1=C(N(C(N1C)=O)C)C(=C2)C(C)C)=O)F)=O N-(3-(7-(2,6-dioxo-piperidin-3-yl)-4-fluorobenzofuran-2-yl)prop-2-yn-1-yl)-5-(8-(7-isopropyl-1,3-dimethyl-2-oxo-2,3-dihydro-1H-benzo[d]imidazol-5-yl)isoquinolin-3-yl)picolinamide